5-[3,4-(methylenedioxy)phenyl]-4-(3-pyrrolidinyl)-3-hydroxyisothiazole hydrobromide Br.C1OC=2C=C(C=CC2O1)C1=C(C(=NS1)O)C1CNCC1